tert-butyl N-[trans-4-[(4-bromophenyl)sulfanyl]cyclohexyl]carbamate BrC1=CC=C(C=C1)S[C@@H]1CC[C@H](CC1)NC(OC(C)(C)C)=O